C(N)(=O)C1(COC1)NC(=O)C1=C(OC2=C1C=C(C=C2)OCC2=C(N=CS2)C)C N-(3-carbamoyloxetan-3-yl)-2-methyl-5-((4-methylthiazol-5-yl)methoxy)benzofuran-3-carboxamide